ClC1=C(CNC2=C(C(C3(C(N(N=C3C)C3=CC=CC=C3)=O)C2)C2=CC=CC=C2)C(=O)OCC)C=CC=C1 ethyl 8-((2-chlorobenzyl) amino)-1-methyl-4-oxo-3,6-diphenyl-2,3-diazaspiro[4.4]non-1,7-diene-7-carboxylate